6-chloro-N-(4-(4-(methylsulfonyl)thiophen-2-yl)-5-(trifluoromethyl)pyrimidin-2-yl)-1,2,3,4-tetrahydroisoquinolin-7-amine ClC=1C=C2CCNCC2=CC1NC1=NC=C(C(=N1)C=1SC=C(C1)S(=O)(=O)C)C(F)(F)F